N-cyclohexyl-N-ethyl-3-{2-[1-(4-methylpyrimidin-2-yl)piperidin-3-yl]-1H-benzimidazol-1-yl}propanamide C1(CCCCC1)N(C(CCN1C(=NC2=C1C=CC=C2)C2CN(CCC2)C2=NC=CC(=N2)C)=O)CC